C(=S)=C1NC(C=2NC=NC2N1CC1=C(C=CC=C1)[C@@H]1N(CC[C@H](C1)C(F)(F)F)S(=O)(=O)C1=CC=C(C)C=C1)=O |r| rac-2-thiocarbonyl-3-(2-((2r,4r)-1-p-toluenesulfonyl-4-(trifluoromethyl)piperidin-2-yl)benzyl)-1,2,3,7-tetrahydro-6H-purin-6-one